BrCC1(COP(OC1)(=O)O)CBr 5,5-bis(bromomethyl)-2-hydroxy-2-oxo-1,3,2-dioxaphosphorinane